C(C)C(COC=1C=C(O[Si](C(C)C)(C(C)C)C(C)C)C=C(C1)OCC(CCCC)CC)CCCC (3,5-Bis((2-ethylhexyl)oxy)phenoxy)triisopropylsilane